8'-methoxy-4'H-spiro[cyclobutane-1,5'-naphtho[2,1-d]isoxazole]-3'-carboxamide COC1=CC=C2C3(CC=4C(=NOC4C2=C1)C(=O)N)CCC3